C(C)(C)(C)OC(=O)N1CCN(CC1)S(=O)(=O)C(C)C tert-butyl-4-(isopropylsulfonyl)piperazine-1-carboxylate